CN1C(OC=C1)=O 3-methyloxazol-2(3H)-one